O=C(C(=O)O)C(CC)C α-keto-β-methylvaleric acid